FC=1C=CC(=NC1)NC1=CC(=C(N=N1)C(=O)NC)NC1=CC=CC=2C=3N(CCN(C21)C)C=NN3 6-((5-fluoropyridin-2-yl)amino)-N-methyl-4-((7-methyl-6,7-dihydro-5H-benzo[f][1,2,4]triazolo[4,3-d][1,4]diazepin-8-yl)amino)pyridazine-3-carboxamide